OC(C)(C)C1CCN(CC1)C1=CC=CC(=N1)C1=CN=C2N1C=C(N=C2)C(=O)N 3-(6-(4-(2-Hydroxypropan-2-yl)piperidin-1-yl)pyridin-2-yl)imidazo[1,2-a]pyrazine-6-carboxamide